triaminohexadecane tert-butyl-8-[6-bromo-2-(4-pyridyl)pyrido[3,4-d]pyrimidin-4-yl]-2,8-diazaspiro[4.5]decane-2-carboxylate C(C)(C)(C)OC(=O)N1CC2(CC1)CCN(CC2)C=2C1=C(N=C(N2)C2=CC=NC=C2)C=NC(=C1)Br.NC(CCCCCCCCCCCCCCC)(N)N